C(C)(C)(C)OC(=O)N1CCC(CC1)=O 1-(tert-butoxycarbonyl)-4-piperidone